7-bromo-4-(2,2,2-trifluoro-1-phenylethyl)-2H-1,4-benzoxazin-3-one BrC1=CC2=C(N(C(CO2)=O)C(C(F)(F)F)C2=CC=CC=C2)C=C1